(4aS,8aR)-4-(6-chloropyridazin-3-yl)-2,3,4a,5,6,7,8,8a-octahydropyrido[4,3-b][1,4]oxazine ClC1=CC=C(N=N1)N1[C@@H]2[C@H](OCC1)CCNC2